C(C=C)[N+]#[C-] ALLYLISOCYANIDE